7a-(4-bromophenyl)-6-(hydroxymethyl)-4-methoxy-7-phenyl-5,6,7,7a-tetrahydro-4bH-cyclopenta[4,5]furo[2,3-c]pyridine-4b,5-diol BrC1=CC=C(C=C1)C12C(C3=C(C=NC=C3OC)O1)(C(C(C2C2=CC=CC=C2)CO)O)O